[Cl-].C(CC)C1=NC=CN1C=C propyl-3-vinylimidazole chloride